tert-Butyl ((1S,2R)-1-(3-chlorophenyl)-2-(4-chlorophenyl)-1-hydroxypropan-2-yl)carbamate ClC=1C=C(C=CC1)[C@@H]([C@@](C)(C1=CC=C(C=C1)Cl)NC(OC(C)(C)C)=O)O